2-methyl-2-(4-((5-oxo-4-(4-(trifluoromethoxy)phenyl)-4,5-dihydro-1H-1,2,4-triazole-1-yl)methyl)phenoxy)propionic acid CC(C(=O)O)(C)OC1=CC=C(C=C1)CN1N=CN(C1=O)C1=CC=C(C=C1)OC(F)(F)F